BrC1=CC=C(C=C1)C=1C(=NC(=NC1C1=CC=CC=C1)C1=CC=CC=C1)C1=CC=CC=C1 5-(4-bromophenyl)-2,4,6-triphenylpyrimidine